tert-butyl {[3-({5-carbamoyl-2-[(6-methoxy-2-methyl-1,2,3,4-tetrahydroisoquinolin-7-yl)amino]pyrimidin-4-yl}amino)phenyl]methyl}carbamate C(N)(=O)C=1C(=NC(=NC1)NC1=C(C=C2CCN(CC2=C1)C)OC)NC=1C=C(C=CC1)CNC(OC(C)(C)C)=O